N-(5-(4-(2,6-dichloro-3,5-dimethoxyphenyl)imidazo[1,2-a][1,6]naphthyridin-8-yl)-4-methoxy-2-(4-morpholinylpiperidin-1-yl)phenyl)acrylamide ClC1=C(C(=C(C=C1OC)OC)Cl)C=1C=2N(C3=CC(=NC=C3C1)C=1C(=CC(=C(C1)NC(C=C)=O)N1CCC(CC1)N1CCOCC1)OC)C=CN2